C(OC12CC(C1)(C2)C(N(C)C2CC2)=O)(=O)Cl 3-(cyclopropyl(methyl)carbamoyl)bicyclo[1.1.1]pentan-1-yl carbonochloridate